(4-[[(1S,2S)-2-[(3R)-3-Aminopiperidin-1-yl]-4,6-dichloro-2,3-dihydro-1H-inden-1-yl]oxy])benzene N[C@H]1CN(CCC1)[C@@H]1[C@H](C2=CC(=CC(=C2C1)Cl)Cl)OC1=CC=CC=C1